1-(4-(((3-isopropyl-2-(8-methoxy-[1,2,4]triazolo[1,5-a]pyridin-6-yl)-1H-pyrrolo[3,2-b]pyridin-5-yl)oxy)methyl)piperidin-1-yl)-2-methylpropan-2-ol C(C)(C)C1=C(NC=2C1=NC(=CC2)OCC2CCN(CC2)CC(C)(O)C)C=2C=C(C=1N(C2)N=CN1)OC